N-(4-cyclobutyl-3-(2,4-difluorophenyl)-1-methyl-1H-pyrazol-5-yl)-2-(3,3-difluorocyclobutyl)acetamide C1(CCC1)C=1C(=NN(C1NC(CC1CC(C1)(F)F)=O)C)C1=C(C=C(C=C1)F)F